C1=CC=C(C=C1)C(=O)/C=C/S(=O)(=O)C2=CC=CC=C2 The molecule is a sulfone that is 1-phenyl-2-propenone with a phenylsulfonyl group at position 3. It has a role as a metabolite. It is a sulfone, an enone and an aromatic ketone.